6-(methylsulfonyloxymethyl)-3,4-dihydro-1H-2,7-naphthyridine-2-carboxylic acid tert-butyl ester C(C)(C)(C)OC(=O)N1CC2=CN=C(C=C2CC1)COS(=O)(=O)C